N[C@@H]1CC[C@H](OC1)C(C)(C)O 2-[(2S,5R)-5-Aminotetrahydropyran-2-yl]propan-2-ol